COC1=CC=C(C=C1)S(=O)(=O)N1C2=C(SCC1)C(=CN=C2)C2=CC=C(C#N)C=C2 4-(4-((4-Methoxyphenyl)sulfonyl)-3,4-dihydro-2H-pyrido[4,3-b][1,4]thiazin-8-yl)benzonitrile